COC(=O)C1(CC2=C(C[N+](C(=C2)OC)=O)C1)C(=O)OC 3-methoxy-2-oxo-5,7-dihydrocyclopenta[c]pyridin-2-ium-6,6-dicarboxylic acid dimethyl ester